[N+](=O)([O-])OC(CCCCOC(=O)OCCCCCCCCCCC=1C(C(=C(C(C1C)=O)OC)OC)=O)CO[N+](=O)[O-] 2-{10-[({[5,6-bis(nitrooxy)hexyl]oxy}carbonyl)oxy]decyl}-5,6-dimethoxy-3-methylcyclohexa-2,5-diene-1,4-dione